C(=C)C=1C=C(C=CC1)CCNC(OC(C)(C)C)=O tert-butyl N-[2-(3-ethenylphenyl)ethyl]carbamate